CC=1C=CC=2N(C1)C=C(N2)C(=O)N 6-methylimidazo[1,2-a]pyridine-2-carboxamide